FN1N=CC=CN1F 2,3-bis-fluoro-triazine